N=1NN=NC1[C@H](NC(=O)NC1CC2(C1)CCC2)C2=CC(=CC=C2)C(F)(F)F |r| (±)-1-((2H-tetrazol-5-yl)(3-(trifluoromethyl)phenyl)methyl)-3-(spiro[3.3]hept-2-yl)urea